diethylterephthalate C(C)OC(C1=CC=C(C(=O)OCC)C=C1)=O